1-Cyclopentyl-3-methyl-8-(1-methyl-1H-indazol-5-yl)-7-(6-(pyridin-3-yloxy)pyridin-3-yl)-3,6-dihydroimidazo[4,5-d]pyrrolo[2,3-b]pyridin-2(1H)-one C1(CCCC1)N1C(N(C=2C1=C1C(=NC2)NC(=C1C=1C=C2C=NN(C2=CC1)C)C=1C=NC(=CC1)OC=1C=NC=CC1)C)=O